S(=O)(=O)(C1=CC=C(C)C=C1)N1[C@@H](CCC1)C(=O)Cl Tosyl-L-prolinoyl chloride